[Nb].[V] vanadium-niobium